1-octyl-3-methylimidazole monomethyl-carbonate COC(O)=O.C(CCCCCCC)N1CN(C=C1)C